pentaerythritol tris(3-aziridinyl propionate) N1(CC1)CCC(=O)OCC(COC(CCN1CC1)=O)(COC(CCN1CC1)=O)CO